1-phenyl-1H-benzo[d]imidazol-2-amine C1(=CC=CC=C1)N1C(=NC2=C1C=CC=C2)N